tert-butyl 3-(3-(6-chloro-3-methylpyridin-2-yl) phenyl)-2,2-dimethylpropionate ClC1=CC=C(C(=N1)C=1C=C(C=CC1)CC(C(=O)OC(C)(C)C)(C)C)C